trimethylphenylpiperidine-4-carbonitrile CC1C(N(CCC1C#N)C1=CC=CC=C1)(C)C